Methyl 7-azaindole-4-carboxylate N1C=CC=2C(=CC=NC12)C(=O)OC